C1N(CCC12NCCCC2)C2=C1C(=NC=C2)NC=C1C#N 4-(2,6-diazaspiro[4.5]dec-2-yl)-1H-pyrrolo[2,3-b]pyridine-3-carbonitrile